4-t-butoxycarbonylmethyloxyphenyl-diphenylsulfonium C(C)(C)(C)OC(=O)COC1=CC=C(C=C1)[S+](C1=CC=CC=C1)C1=CC=CC=C1